ClC1=CC(=C(COC2=CC=CC(=N2)C2CCN(CC2)CC2=NC3=C(N2CC)C=C(C=C3)C(=O)O)C=C1)F 2-[(4-{6-[(4-chloro-2-fluorobenzyl)oxy]pyridin-2-yl}piperidin-1-yl)methyl]-1-ethyl-1H-benzimidazole-6-carboxylic acid